Cl.NC1=NC=C(C=N1)C#CC1=C(C(=O)N[C@@H](CC2=CC=C(C=C2)Cl)CO)C=CC(=C1)OC(F)F [2-(2-aminopyrimidin-5-yl)ethynyl]-N-[(2S)-1-(4-chlorophenyl)-3-hydroxypropan-2-yl]-4-(difluoromethoxy)benzamide hydrochloride